1-((2,6-dimethyloct-7-en-2-yl)oxy)-2-methylundec-1-ene CC(C)(CCCC(C=C)C)OC=C(CCCCCCCCC)C